Methylphenoxyethyl Acrylate C(C=C)(=O)OCC(OC1=CC=CC=C1)C